(S)-N'-(4-(difluoromethoxy)-2,6-diisopropylphenylcarbamoyl)-5-(2-hydroxypropan-2-yl)thiazole-2-sulfonimidamide FC(OC1=CC(=C(C(=C1)C(C)C)NC(=O)N=[S@@](=O)(N)C=1SC(=CN1)C(C)(C)O)C(C)C)F